dinitrobutadiene C=C(C(=C)[N+](=O)[O-])[N+](=O)[O-]